C(C)(C)(C)OC(=O)N1CCN(CC1)C1CCN(CC1)CCO.[Br-].C(C)N1C=[N+](C=C1)C 1-Ethyl-3-methylimidazolium bromid tert-Butyl-4-[1-(2-hydroxyethyl)piperidin-4-yl]piperazine-1-carboxylate